NC1=C(C(=C2C(=N1)CCCO2)C=2CC(CN(CC2)C(=O)OC(C)(C)C)O[Si](C)(C)C(C)(C)C)F tert-butyl 5-(6-amino-7-fluoro-3,4-dihydro-2H-pyrano[3,2-b]pyridin-8-yl)-3-[tert-butyl(dimethyl)silyl]oxy-2,3,4,7-tetrahydroazepine-1-carboxylate